N-(cis-1-isonicotinoyl-2-(((cis-4-isopropylcyclohexyl)oxy)methyl)-piperidin-3-yl)methanesulfonamide C(C1=CC=NC=C1)(=O)N1[C@H]([C@H](CCC1)NS(=O)(=O)C)CO[C@@H]1CC[C@@H](CC1)C(C)C